OC1=C(C=C(C=C1CCCCC)CCCCC)N1N=C2C(=N1)C=CC=C2 2-(2-hydroxy-3,5-dipentylphenyl)benzotriazole